(1'-amino-2-cyclohexyl-ethyl)oxirane NC(CC1CCCCC1)C1OC1